2-methyl-11-oxo-11H-pyrido[2,1-b]Quinazoline-6-carboxylic acid CC=1C=C2C(N3C(=NC2=CC1)C(=CC=C3)C(=O)O)=O